BrC=C(C1=CC=CC=C1)N1C=NC2=C1C=CC(=C2)OC 1-(2-bromo-1-phenylvinyl)-5-methoxy-benzimidazole